CN1N=CC2=C1N=CN(C2=O)CC2(CCN(CC2)C(=O)C2=CC=C(C=C2)C2=C(C=CC=C2)NS(=O)(=O)C=C)O N-[4'-[[4-[(1,4-dihydro-1-methyl-4-oxo-5H-pyrazolo[3,4-d]pyrimidin-5-yl)methyl]-4-hydroxy-1-piperidinyl]carbonyl][1,1'-biphenyl]-2-yl]-ethenesulfonamide